ClC1=C(C(=NO)Cl)C(=CC(=C1)F)Cl 2,6-dichloro-4-fluoro-N-hydroxybenzoimidoyl chloride